(3S,4R,5R)-1-(((1r,4R)-4-(difluoromethyl)cyclohexyl)methyl)piperidine-3,4,5-triol FC(C1CCC(CC1)CN1C[C@@H](C([C@@H](C1)O)O)O)F